3-CYCLOHEXYL-2-METHYLPROPANAL C1(CCCCC1)CC(C=O)C